C(C)(C)(C)OC(=O)C=C1C(C=CC=C1)P(C1=CC=CC=C1)C1=CC=CC=C1 t-butoxycarbonylmethylenetriphenylphosphine